FC1=C(C=CC(=C1C)F)C1=CC(=C(C=C1)OC)NC1=NC=NC2=CC(=C(C=C12)OC1CCN(CC1)C(C=C)=O)OC 1-(4-((4-((2',4'-difluoro-4-methoxy-3'-methyl-[1,1'-biphenyl]-3-yl)amino)-7-methoxy-quinazolin-6-yl)oxy)piperidin-1-yl)prop-2-en-1-one